C(C1=CC=CC=C1)OC1=C(C(=O)OC)C=CC(=C1)N(C(=O)[C@@H]1N(CC1)S(=O)(=O)C1=C(C(=C(C(=C1F)F)F)F)F)CC1=NC=C(C=C1)C1=CCCCC1 methyl (R)-2-(benzyloxy)-4-(N-((5-(cyclohex-1-en-1-yl)pyridin-2-yl)methyl)-1-((perfluorophenyl)sulfonyl)azetidine-2-carboxamido)benzoate